naphthothiophene C1=CSC2=C1C1=CC=CC=C1C=C2